Cl.FC1=C(C=CC(=C1F)OC)C1=CN=C2N1C=CN=C2NC2=CC(=C(C(=O)N1CCN(CC1)C(=O)[C@H]1NC[C@@](C1)(C(F)(F)F)O)C=C2)C (4-(4-((3-(2,3-difluoro-4-methoxyphenyl)imidazo[1,2-a]pyrazin-8-yl)amino)-2-methylbenzoyl)piperazin-1-yl)((2S,4S)-4-hydroxy-4-(trifluoromethyl)pyrrolidin-2-yl)methanone hydrochloride